CC1C=CCC1 3-Methyl-cyclopentene